C(#N)C=1C(=NC(=CC1C)C)N1[C@@H](C[C@H](C1)O)C(=O)N(C=1C=C(C=CC1)C)CC (2s,4r)-1-(3-cyano-4,6-dimethyl-2-pyridinyl)-N-ethyl-4-hydroxy-N-(m-tolyl)pyrrolidine-2-carboxamide